C1(CC1)NC(C([C@H](CCC(C)(F)F)NC(=O)[C@H]1N(CC(C1)C1COCC1)C([C@H](C(C)(C)C)NC(OC)=O)=O)=O)=O Methyl ((2S)-1-((2S)-2-(((S)-1-(cyclopropylamino)-6,6-difluoro-1,2-dioxoheptan-3-yl)carbamoyl)-4-(tetrahydrofuran-3-yl)pyrrolidin-1-yl)-3,3-dimethyl-1-oxobutan-2-yl)carbamate